dimethyl-3-hexyne-diol CC(C(O)(O)C)C#CCC